C1OCC12N(CCC2)CC#N 2-(2-oxa-5-azaspiro[3.4]octan-5-yl)acetonitrile